COC1=CC=C(C=C1)S(=O)(=NC=1C=NC(=CC1)C1=NOC(=N1)C(F)(F)F)C (4-methoxyphenyl)(methyl)((6-(5-(trifluoromethyl)-1,2,4-oxadiazol-3-yl)pyridin-3-yl)imino)-λ6-sulfanone